N-(5-triazolylacetamidylpentyl)acrylamide N1N=NC(=C1)CC(=O)NCCCCCNC(C=C)=O